2-[5-(hydroxymethyl)-7-(1-methyl-3-piperidyl)-1,8-naphthyridin-2-yl]-3,5-dimethyl-phenol OCC1=C2C=CC(=NC2=NC(=C1)C1CN(CCC1)C)C1=C(C=C(C=C1C)C)O